methyl-sulfonyl-benzoic anhydride CS(=O)(=O)C1=C(C(=O)OC(C2=C(C=CC=C2)S(=O)(=O)C)=O)C=CC=C1